S1C(=NC2=C1C=CC=C2)OC2=C(C=C(C=C2)CCC(CC)=O)F 1-[4-(1,3-benzothiazol-2-yloxy)-3-fluorophenyl]-pentan-3-one